C(C(C)C)(=O)[O-].[Cr+2].C(C(C)C)(=O)[O-] chromium (II) isobutyrate